3,5-dibromo-4-oxopentanoic acid BrC(CC(=O)O)C(CBr)=O